COC1=CCOC12CN(C2)C(=O)OC(C)(C)C tert-butyl 8-methoxy-5-oxa-2-azaspiro[3.4]oct-7-ene-2-carboxylate